CC1=NC2=C(N1CC(F)(F)F)C=C(C=C2C(=O)N[C@@H]2[C@H](CNCC2)F)C#CCNC2=C(C=C(C=C2)S(=O)(=O)C)OC methyl-N-((3S,4S)-3-fluoropiperidin-4-yl)-6-(3-((2-methoxy-4-(methylsulfonyl)phenyl)amino)prop-1-yn-1-yl)-1-(2,2,2-trifluoroethyl)-1H-benzo[d]imidazole-4-carboxamide